O[C@@H]1[C@@H](O[C@H]([C@H]([C@H]1O)O)C)OC1=CC=C(C=C1)CNC(C1=CC=CC=C1)=O |r| N-[[4-[rac-(2s,3s,4r,5s,6s)-3,4,5-trihydroxy-6-methyl-tetrahydropyran-2-yl]oxyphenyl]methyl]benzamide